FC=1C(=CC2=C(O[C@H](C(N2CC#C)=O)C)C1)C1=C(C(=C(C(=C1F)F)F)F)F (S)-7-fluoro-2-methyl-6-(perfluorophenyl)-4-(prop-2-yn-1-yl)-2H-benzo[b][1,4]oxazin-3(4H)-one